6-Chloro-7-(2-hydroxy-propyl)-3-(3-trifluoromethoxy-phenyl)-[1,2,4]triazolo[4,3-b]pyridazin-8-ol ClC=1C(=C(C=2N(N1)C(=NN2)C2=CC(=CC=C2)OC(F)(F)F)O)CC(C)O